1,1'-[methylenebis(1,4-phenylene)]bis(1H-pyrrole-2,5-dione) C(C1=CC=C(C=C1)N1C(C=CC1=O)=O)C1=CC=C(C=C1)N1C(C=CC1=O)=O